C(C)(C)N(C1=CC2=C(C(=N1)CNC)CN(C2=O)C2=NC(=CC=C2)C=2N1C(=NN2)C(CC1(C)C)C)C 6-(isopropyl(methyl)amino)-4-((methylamino)methyl)-2-(6-(5,5,7-trimethyl-6,7-dihydro-5H-pyrrolo[2,1-c][1,2,4]triazol-3-yl)Pyridin-2-yl)-2,3-dihydro-1H-pyrrolo[3,4-c]pyridin-1-one